N1CC(C1)N1CCN(CC1)CC1=C2CN(CC2=CC=C1)C1C(NC(CC1)=O)=O 4-((4-(azetidin-3-yl)piperazin-1-yl)methyl)-2-(2,6-dioxopiperidin-3-yl)isoindoline